4-(5-methoxy-benzoimidazol-1-yl)-aniline COC1=CC2=C(N(C=N2)C2=CC=C(N)C=C2)C=C1